1-(4-bromophenyl)cyclobutane-1-carboxamide BrC1=CC=C(C=C1)C1(CCC1)C(=O)N